CN(C)C[C@@]1(C(C1)(F)F)COC1=NC2=C(C=C(C=C2C(=N1)N1C[C@@](CCC1)(O)C)F)F (R)-1-(2-(((R)-1-((dimethylamino)methyl)-2,2-difluorocyclopropyl)methoxy)-6,8-difluoroquinazolin-4-yl)-3-methylpiperidin-3-ol